ClC1=C(C(=CC=C1)F)C1=NN(C2=CC(=C(C=C2C1=O)F)N1N=C(N(C1=O)CC)C(C)O)C(C)C 3-(2-chloro-6-fluorophenyl)-7-(4-ethyl-3-(1-hydroxyethyl)-5-oxo-4,5-dihydro-1H-1,2,4-triazol-1-yl)-6-fluoro-1-isopropylcinnolin-4(1H)-one